ClC(=CCCCC)Cl 1,1-dichloro-1-hexene